ClC1=C(C=2N=C(N=C(C2C=N1)N1CC2CCC(C1)N2C(=O)OC(C)(C)C)OCC2(CC2)CO)F tert-butyl 3-[7-chloro-8-fluoro-2-[[1-(hydroxymethyl)cyclopropyl]methoxy] pyrido[4,3-d]pyrimidin-4-yl]-3,8-diazabicyclo[3.2.1]octane-8-carboxylate